C(CCCCCCCCCCC)[N+](C)(C)[O-] lauryldimethylamine-N-oxide